ClC1=C(C=CC(=C1)S(=O)(=O)C(C)C)C1CN(C1)C(=O)O 3-(2-chloro-4-isopropylsulfonyl-phenyl)azetidine-1-carboxylic acid